4,4',4''-tris(5-nonyl)-2,2':6',2''-terpyridine CCCCC(CCCC)C1=CC(=NC=C1)C1=NC(=CC(=C1)C(CCCC)CCCC)C1=NC=CC(=C1)C(CCCC)CCCC